O(C)C=1C=C2CCNC(C2=CC1)C 6-Methoxyl-methyl-1,2,3,4-tetrahydroisoquinoline